(2H2)acetamid C(C([2H])[2H])(=O)N